ClC=1C=NN(C1)C(C(=O)OCCC=C(F)F)(C)C 4,4-difluorobut-3-en-1-yl 2-(4-chloro-1H-pyrazol-1-yl)-2-methylpropanoate